O[C@H]1CN(CC1)CCCOC=1C=C(C=O)C=CC1 3-((R)-3-hydroxypyrrolidin-1-ylpropoxy)benzaldehyde